m-phenylenebis(methylene)biscitraconimide ethyl-5-(1-(6-chloro-5-methylpyridin-3-yl)-1-hydroxyethyl)isoxazole-3-carboxylate C(C)OC(=O)C1=NOC(=C1)C(C)(O)C=1C=NC(=C(C1)C)Cl.C1(=CC(=CC=C1)CCC=1C(=O)NC(C1)=O)CCC=1C(=O)NC(C1)=O